n-butyl-6-chloro-2-(4-methylpiperazin-1-yl)pyrido[3,4-d]pyrimidin-4-amine C(CCC)C1=C(N=CC=2N=C(N=C(C21)N)N2CCN(CC2)C)Cl